N-[(1R)-2-[(3S)-3-aminopyrrolidin-1-yl]-1-methyl-2-oxo-ethyl]-2-chloro-4-[[3-[1-(cyanomethyl)-3-(trifluoromethyl)pyrazol-4-yl]imidazo[1,2-a]pyrazin-8-yl]amino]benzamide N[C@@H]1CN(CC1)C([C@@H](C)NC(C1=C(C=C(C=C1)NC=1C=2N(C=CN1)C(=CN2)C=2C(=NN(C2)CC#N)C(F)(F)F)Cl)=O)=O